((((S)-1-(2-ethyl)-((R)-4-tert-butylphenoxy)phosphoryl)oxy)methyl)tetrahydrofuran-3,4-diylbis(2-methylpropionate) CC[C@@]1(O[P@@]2(=O)OCOC(C(C)(C)C3C(COC3)C(C(=O)O2)(C)C)=O)CC=C(C=C1)C(C)(C)C